ClC1=C(C=CC=C1C1=NC(=C(C=O)C=C1)OC)C1=C(C(=CC=C1)NC=1C2=C(N=C(N1)C(F)(F)F)C=CC=N2)C 6-(2-chloro-2'-methyl-3'-((2-(trifluoromethyl)pyrido[3,2-d]pyrimidin-4-yl)amino)-[1,1'-biphenyl]-3-yl)-2-methoxynicotinaldehyde